9-(4'-bromobiphenyl-4-yl)-9H-carbazole BrC1=CC=C(C=C1)C1=CC=C(C=C1)N1C2=CC=CC=C2C=2C=CC=CC12